(5S)-4-[5-(3,5-dichlorophenyl)-5-(trifluoromethyl)-4H-isoxazole-3-yl]-N-[2-oxo-2-(2,2,2-trifluoroethylamino)ethyl]-2-methylbenzamide ClC=1C=C(C=C(C1)Cl)[C@@]1(CC(=NO1)C1=CC(=C(C(=O)NCC(NCC(F)(F)F)=O)C=C1)C)C(F)(F)F